Chloro-3,4-xylyl methylcarbamate CC1=C(C(=C(C=C1)OC(=O)NC)Cl)C